N-[1-(4-bromophenyl)but-3-enyl]acetamide BrC1=CC=C(C=C1)C(CC=C)NC(C)=O